BrC=1C(=NC=CC1OC)C 3-bromo-4-methoxy-2-methylpyridine